7-fluoro-8-(hydroxymethyl)-2,2-dimethyl-2,6-dihydroimidazo[1,2-c]quinazolin-5(3H)-one FC1=C(C=CC=2C=3N(C(NC12)=O)CC(N3)(C)C)CO